CC1(C(C1C=C(C)C)C(=O)O)C 2,2-dimethyl-3-(2-methylpropan-1-en-1-yl)cyclopropane-1-carboxylic acid